C(C)NN(C(=O)C1=CC(=NC(=C1)C(C)=O)CCC(C)=O)NCC N,N-diethylamino-2,6-diacetylethylpyridine-4-carboxamide